tert-butyl ((3R,6S)-6-(methylsulfonamidomethyl)tetrahydro-2H-pyran-3-yl)carbamate CS(=O)(=O)NC[C@@H]1CC[C@H](CO1)NC(OC(C)(C)C)=O